OC(CON1CCC(CC1)CCOC)CN1CCCCC1 N-(2-hydroxy-3-(piperidin-1-yl)propoxy)-4-(2-methoxyethyl)piperidine